CSC1=NC=2C[C@]3(CCC2C(=N1)O)CC1=CC=CC=C1CC3 (R)-2'-(methylthio)-3,4,5',8'-tetrahydro-1H,6'H-spiro[naphthalene-2,7'-quinazolin]-4'-ol